4'-hydroxy-6-methoxybiphenyl OC1=CC=C(C=C1)C1=CC=CC=C1OC